4-bromo-2,6-bis(1-naphthyl)pyridine BrC1=CC(=NC(=C1)C1=CC=CC2=CC=CC=C12)C1=CC=CC2=CC=CC=C12